6-fluoro-7-(1-methylimidazol-2-yl)-1H-indole-3-sulfonyl chloride FC1=CC=C2C(=CNC2=C1C=1N(C=CN1)C)S(=O)(=O)Cl